1-(3-fluoro-4-nitrophenyl)ethanone FC=1C=C(C=CC1[N+](=O)[O-])C(C)=O